BrC1=CC(=C(O[C@H](C(=O)O)C)C=C1)C(C)(F)F (S)-2-(4-bromo-2-(1,1-difluoroethyl)phenoxy)propanoic acid